C1(=CC=CC=C1)S(=O)(=O)NC(C1=CC=C(C=C1)B1OC(C(O1)(C)C)(C)C)=O N-(benzenesulfonyl)-4-(4,4,5,5-tetramethyl-1,3,2-dioxaborolan-2-yl)benzamide